C1=C(C(=C(C(=C1[N+](=O)[O-])O)[N+](=O)[O-])O)[N+](=O)[O-] trinitroresorcinol